3-{3-[4-(aminomethyl)phenyl]-5-(morpholin-4-yl)imidazo[4,5-b]pyridin-2-yl}pyridin-2-amine NCC1=CC=C(C=C1)N1C(=NC=2C1=NC(=CC2)N2CCOCC2)C=2C(=NC=CC2)N